6-chloro-5-cyano-N,N-dimethyl-2-(pyrrolidin-1-yl)pyridine-3-carboxamide ClC1=C(C=C(C(=N1)N1CCCC1)C(=O)N(C)C)C#N